[Si](C1=CC=CC=C1)(C1=CC=CC=C1)(C(C)(C)C)OC[C@H]([C@H]([C@@H]([C@H](CNC)O)O)O)O (2R,3R,4R,5S)-1-((tert-butyldiphenylsilyl)oxy)-6-(methylamino)hexane-2,3,4,5-tetraol